ethyl 2-chloro-6-(4-chloro-2-fluoro-phenyl)-5-formyl-pyrimidine-4-carboxylate ClC1=NC(=C(C(=N1)C(=O)OCC)C=O)C1=C(C=C(C=C1)Cl)F